C(C1=CC=CC=C1)(=O)O[C@@H]1[C@@]23[C@@H](N(C1=O)C1=CC(=C(C=C1)Cl)Cl)OC([C@]21[C@H](C[C@@]3(O)C(C)(C)C)OC(C1)=O)=O (3aS,5aS,8R,8aS,9R,10aS)-9-(tert-butyl)-9-hydroxy-2,4,7-trioxo-6-(3,4-dichloro-phenyl)octahydro-4H,9H-furo[3'',2'':2',3']cyclopenta[1',2':3,4]furo[2,3-b]pyrrol-8-yl benzoate